ethyl (2E,4E)-5-(2-chloro-6-(4,4,5,5-tetramethyl-1,3,2-dioxaborolan-2-yl)phenyl)penta-2,4-dienoate ClC1=C(C(=CC=C1)B1OC(C(O1)(C)C)(C)C)/C=C/C=C/C(=O)OCC